C(#N)CC(C(=O)OCC)(C(=O)OCC)CC(=C)C diethyl 2-(cyanomethyl)-2-(2-methylallyl)malonate